C1(CCCCC1)NCC(CS(=O)(=O)O)O.[Na] sodium 3-cyclohexylamino-2-hydroxypropanesulfonic acid